5-(6-methylpyridin-3-yl)-2-{3-[(3S)-3-(prop-2-yl)piperazin-1-yl]-1,2,4-triazin-6-yl}phenol CC1=CC=C(C=N1)C=1C=CC(=C(C1)O)C1=CN=C(N=N1)N1C[C@@H](NCC1)C(C)C